10-(1,3-bis(oleoyloxy) propan-2-yl) sebacate C(CCCCCCCCC(=O)OC(COC(CCCCCCC\C=C/CCCCCCCC)=O)COC(CCCCCCC\C=C/CCCCCCCC)=O)(=O)[O-]